2,4,6-Tris(trifluoromethyl)aniline FC(C1=C(N)C(=CC(=C1)C(F)(F)F)C(F)(F)F)(F)F